Methyl 4-((4-(((tert-butoxycarbonyl)(2-(4-(3,5-dimethylisoxazol-4-yl)phenyl) cyclopropyl)amino)methyl)piperidin-1-yl)methyl)benzoate C(C)(C)(C)OC(=O)N(C1C(C1)C1=CC=C(C=C1)C=1C(=NOC1C)C)CC1CCN(CC1)CC1=CC=C(C(=O)OC)C=C1